N-[3-(4-amino-5-{3-fluoro-4-[(4-methylpyrimidin-2-yl)oxy]phenyl}-7,8-dihydro-6H-imidazo[2',3':5,1]pyrrolo[2,3-d]pyrimidin-6-yl)-2-fluorophenyl]-2-methylpropan-2-enamide NC=1C2=C(N=CN1)N1C(=C2C2=CC(=C(C=C2)OC2=NC=CC(=N2)C)F)N(CC1)C=1C(=C(C=CC1)NC(C(=C)C)=O)F